ClC1=C(C=CC(=C1)C(F)(F)F)N1CCC(CC1)(C(=O)N[C@@H]1CN(CC1)C)C=1C=CC(=NC1)C=1C(=NC=CC1)OC 1-[2-chloro-4-(trifluoromethyl)phenyl]-4-{2'-methoxy-[2,3'-bipyridin]-5-yl}-N-[(3S)-1-methylpyrrolidin-3-yl]piperidine-4-carboxamide